(2R,3S,4R,5R)-5-(4-benzamidopyrrolo[2,1-f][1,2,4]triazin-7-yl)-5-cyano-4-hydroxy-2-(hydroxymethyl)tetrahydrofuran-3-yl L-valinate N[C@@H](C(C)C)C(=O)O[C@@H]1[C@H](O[C@@]([C@@H]1O)(C#N)C1=CC=C2C(=NC=NN21)NC(C2=CC=CC=C2)=O)CO